(R)-2-((1-(2-cyano-7-methyl-3-(2-(trifluoromethyl)-5,6-dihydroimidazo-[1,2-a]pyrazin-7(8H)-yl)quinoxalin-5-yl)ethyl)amino)benzoic acid C(#N)C1=NC2=CC(=CC(=C2N=C1N1CC=2N(CC1)C=C(N2)C(F)(F)F)[C@@H](C)NC2=C(C(=O)O)C=CC=C2)C